C=C1OC(OC1=C)=O 4,5-dimethylene-1,3-dioxolane-2-one